[C@@H]1([C@H](CC1)C(=O)ON1C(C2=CC=CC=C2C1=O)=O)C(=O)OCC1=CC=CC=C1 cis-1-benzyl 2-(1,3-dioxoisoindolin-2-yl) cyclobutane-1,2-dicarboxylate